5-(benzo[b]thiophen-3-yl)isoindoline-2-carboxylic acid tert-butyl ester C(C)(C)(C)OC(=O)N1CC2=CC=C(C=C2C1)C=1C2=C(SC1)C=CC=C2